N,N'-dimethyl-N'-(2-amino-5-(4-methoxyphenyl) thiazol-4-yl-methyl) ethylenediamine methyl 2-((4,5-difluoro-2-formylphenyl)amino)-5-(trifluoromethyl)benzoate FC1=CC(=C(C=C1F)NC1=C(C(=O)OC)C=C(C=C1)C(F)(F)F)C=O.CNCCN(CC=1N=C(SC1C1=CC=C(C=C1)OC)N)C